1-(pyridin-4-yl)-3-(4-((tetrahydro-2H-pyran-2-yl)oxy)phenyl)prop-2-en-1-one N1=CC=C(C=C1)C(C=CC1=CC=C(C=C1)OC1OCCCC1)=O